C(C)OC1=C(C=CC(=C1)C1=NNC=C1)C=1NC(C2=C(N1)N=NN2)=O 5-(2-ethoxy-4-(1H-pyrazol-3-yl)phenyl)-1,6-dihydro-7H-[1,2,3]triazolo[4,5-d]pyrimidin-7-one